4-(4-methoxyphenyl)-8,10-dimethyl-6-phenylpyrido[2,1-a]isoquinolin-5-ium trifluoromethanesulfonate FC(S(=O)(=O)[O-])(F)F.COC1=CC=C(C=C1)C1=CC=CC=2[N+]1=C(C=C1C(=CC(=CC21)C)C)C2=CC=CC=C2